CO[Ir-]OC bis-methoxyiridium (I)